(E)-2-(2,5-dimethyl-4-propenylphenyl)thiophene tert-butyl-((1S)-1-(2,2-difluorocyclopropyl)-2-hydroxyethyl)carbamate C(C)(C)(C)N(C(O)=O)[C@H](CO)C1C(C1)(F)F.CC1=C(C=C(C(=C1)\C=C\C)C)C=1SC=CC1